5-((4-(3-(3-amino-5-(4-amino-4-methylpiperidin-1-yl)pyrazin-2-yl)-2-chlorophenyl)piperazin-1-yl)methyl)-2-(2,6-dioxopiperidin-3-yl)isoindoline-1,3-dione NC=1C(=NC=C(N1)N1CCC(CC1)(C)N)C=1C(=C(C=CC1)N1CCN(CC1)CC=1C=C2C(N(C(C2=CC1)=O)C1C(NC(CC1)=O)=O)=O)Cl